(2R,3R,4R,5S)-4-(4-chloro-2-fluorophenyl)-3-(3-chlorophenyl)-4-cyano-5-neopentyl-pyrrolidine-2-carboxylic acid tert-butyl ester C(C)(C)(C)OC(=O)[C@@H]1N[C@H]([C@]([C@H]1C1=CC(=CC=C1)Cl)(C#N)C1=C(C=C(C=C1)Cl)F)CC(C)(C)C